4-dimethylaminobenzoate (2-ethyl benzoate) C(C)C1=C(C(=O)O)C=CC=C1.CN(C1=CC=C(C(=O)O)C=C1)C